tert-butyl (R)-(4-(2-(2-aminothiazol-4-yl)pyrrolidin-1-yl)-2-fluorophenyl)carbamate NC=1SC=C(N1)[C@@H]1N(CCC1)C1=CC(=C(C=C1)NC(OC(C)(C)C)=O)F